FC=1C=C(C=C(C1)SC)C1=CC=C(C=C1)CC=1C(=C(SC1C)C)C(=O)NC1CC2(CC(C2)C(=O)O)C1 6-(4-((3'-fluoro-5'-(methylthio)-[1,1'-biphenyl]-4-yl)methyl)-2,5-dimethylthiophene-3-carboxamido)spiro[3.3]heptane-2-carboxylic acid